C(#N)C1=NC2=CC(=CC(=C2N=C1C1=C(C=CC=C1)C#N)[C@@H](C)NC1=C(C(=O)O)C=CC=C1)C (R)-2-((1-(2-cyano-3-(2-cyanophenyl)-7-methylquinoxalin-5-yl)ethyl)-amino)benzoic acid